6-(1H-indol-6-yl)-5,7-dimethyl-2-(pyridin-2-yl)-2,6-dihydro-1H-pyrrolo[3,4-d]pyridazin-1-one N1C=CC2=CC=C(C=C12)N1C(=C2C(N(N=CC2=C1C)C1=NC=CC=C1)=O)C